methyl 2-bromo-3-chloroisonicotinate BrC=1C(=C(C(=O)OC)C=CN1)Cl